aluminum scandium oxy sulfide O=S.[Sc].[Al]